2-((S)-3-(1-(1-((R)-1-(2,4-Dichlorophenyl)ethyl)-3-methyl-1H-pyrazolo[3,4-d]pyrimidin-6-yl)azetidin-3-yl)piperidin-1-yl)ethan-1-ol ClC1=C(C=CC(=C1)Cl)[C@@H](C)N1N=C(C=2C1=NC(=NC2)N2CC(C2)[C@H]2CN(CCC2)CCO)C